NC=1C(=C(C=C2C=C(N=CC12)NC1=NN2CC(N(CC3(C2=C1)CC3)C)=O)C=3C=NC=CC3C)F 2'-((8-amino-7-fluoro-6-(4-methylpyridin-3-yl)isoquinolin-3-yl)amino)-6'-methyl-5',6'-dihydrospiro[cyclopropane-1,4'-pyrazolo[1,5-d][1,4]diazepin]-7'(8'H)-one